C(C1=CC=CC=C1)OC=1C=C(C(=NC1)NC(=O)C=1C=C(C=CC1Cl)NC(OC(C)(C)C)=O)C tert-butyl N-[3-[(5-benzyloxy-3-methyl-2-pyridyl)carbamoyl]-4-chloro-phenyl]carbamate